NC1=C(C(=O)NC(C)C)C=C(C=N1)C1=C(C=C(C=C1)NC(CC1=CC2=CC=CC=C2C=C1)=O)C 2-amino-N-isopropyl-5-(2-methyl-4-(2-(naphthalen-2-yl)acetamido)phenyl)nicotinamide